(6-bromoimidazo[1,2-a]pyridin-8-yl)methanol BrC=1C=C(C=2N(C1)C=CN2)CO